(R)-3-((((9H-fluoren-9-yl)methoxy)carbonyl)amino)-4-(phenylthio)butanoic acid C1=CC=CC=2C3=CC=CC=C3C(C12)COC(=O)N[C@H](CC(=O)O)CSC1=CC=CC=C1